Cl.C(C)C=1C=CC(=NC1)CCOC1=CC=C(C[C@@H]2C(NC(S2)=O)=O)C=C1 |r| (±)-5-[p-[2-(5-ethyl-2-pyridyl)ethoxy]benzyl]-2,4-thiazolidinedione monohydrochloride